C(CCCCCCCCCCCCCCCCC)OC1=C(C=O)C=CC(=C1)CCCCCCCCCCCCCCC 2-(octadecyloxy)-4-pentadecylbenzaldehyde